CN(CCN(C1=C(C=C(C=C1)NC=1N=C(C2=C(N1)NC=C2)C2=CNC1=C(C=CC=C21)C)[N+](=O)[O-])C)C N1-(2-(dimethylamino)ethyl)-N1-methyl-N4-(4-(7-methyl-1H-indol-3-yl)-7H-pyrrolo[2,3-d]pyrimidin-2-yl)-2-nitrobenzene-1,4-diamine